1-bromo-3,5-dichloro-benzene BrC1=CC(=CC(=C1)Cl)Cl